ethyl 3-amino-2,2-dimethyl-propanoate hydrochloride salt Cl.NCC(C(=O)OCC)(C)C